FC([C@@H](C1=CC=C(C=C1)F)NS(=O)(=O)C=1C=C2C(=NC1)N=CS2)(F)F (R)-N-(2,2,2-trifluoro-1-(4-fluorophenyl)ethyl)thiazolo[4,5-b]pyridine-6-sulfonamide